(1s,2s,5r)-1-hydroxy-N-(4-methoxyphenyl)-5-methyl-2-prop-2-ylcyclohexane-1-carboxamide O[C@@]1([C@@H](CC[C@H](C1)C)C(C)C)C(=O)NC1=CC=C(C=C1)OC